FC(C=1N=CC(=NC1)N1CC2(CN(C2)C(=O)N2CC3(C2)NC(OC3)=O)C1)(F)F 2-[6-[5-(trifluoromethyl)pyrazin-2-yl]-2,6-diazaspiro[3.3]heptane-2-carbonyl]-7-oxa-2,5-diazaspiro[3.4]octan-6-one